CN1CCN(CC1)CC1=CC=C(C=C1)NC1=NC=CC(=N1)NC1=NC(=NC=C1)C1=NC(=CC=C1)C N2-[4-[(4-methylpiperazin-1-yl)methyl]phenyl]-N4-[2-(6-methyl-2-pyridyl)pyrimidin-4-yl]pyrimidine-2,4-diamine